amyl peroxyneoheptanoate C(CCC(C)(C)C)(=O)OOCCCCC